4-[5-(4,7-dimethylbenzofuran-2-yl)-1,2,4-oxadiazol-3-yl]Benzoic acid methyl ester COC(C1=CC=C(C=C1)C1=NOC(=N1)C=1OC2=C(C1)C(=CC=C2C)C)=O